S1C=NC2=C1C=C(C=C2)/C(=C/C(C(=O)OCC)=O)/O Ethyl (Z)-4-(benzo[d]thiazol-6-yl)-4-hydroxy-2-oxo-3-butenoate